carbonyl cyanide p-(trifluoro-methoxy)phenylhydrazone FC(OC1=CC=C(C=C1)NN=C(C#N)C#N)(F)F